FC1=C(C=C2C=C(N=CC2=C1)NC(OC12CNCC2C1)=O)C1=C(C2=C(OCCN2)N=C1)C 3-Azabicyclo[3.1.0]hexan-1-yl (7-fluoro-6-(8-methyl-2,3-dihydro-1H-pyrido[2,3-b][1,4]oxazin-7-yl)isoquinolin-3-yl)carbamate